C(C)N(C(=S)S)CCO Ethyl(2-hydroxyethyl)carbamodithioic acid